methyl 5-benzyl-3-((imidazo[1,2-a]pyridin-8-ylmethoxy)methyl)-4,5-dihydroisoxazole-5-carboxylate C(C1=CC=CC=C1)C1(CC(=NO1)COCC=1C=2N(C=CC1)C=CN2)C(=O)OC